ClC=1C=C(C=CC1)N1CC(N(C2(CN(C2)C(=O)NC)C1=O)CC1=CC=C(C=C1)C(F)(F)F)=O 8-(3-chlorophenyl)-N-methyl-6,9-dioxo-5-(4-(trifluoromethyl)benzyl)-2,5,8-triazaspiro[3.5]-nonane-2-carboxamide